CC([C@@H](C(=O)OC)OC=1C=C(C=CC1)C)C (S)-Methyl 3-methyl-2-(m-tolyloxy)butanoate